(R)-8-(1-((4-chloro-2-(4,4,5,5-tetramethyl-1,3,2-dioxaborolan-2-yl)phenyl)amino)ethyl)-2-(4,4-dimethylpiperidin-1-yl)-3,6-dimethyl-4H-chromen-4-one ClC1=CC(=C(C=C1)N[C@H](C)C=1C=C(C=C2C(C(=C(OC12)N1CCC(CC1)(C)C)C)=O)C)B1OC(C(O1)(C)C)(C)C